C1(CC1)S(=O)(=O)NC1=NC=CC(=N1)C1(CCC1)C(=O)NC1=NC=C(C=C1)C1=NC(=CN=C1)OCC 1-(2-(cyclopropanesulfonylamino)pyrimidin-4-yl)-N-(5-(6-ethoxypyrazin-2-yl)pyridin-2-yl)cyclobutane-1-carboxamide